NC1=NC=2C=C(C=CC2C2=C1N=C(S2)CCCO)C2=NNC=C2 3-[4-amino-7-(1H-pyrazol-3-yl)-[1,3]thiazolo[4,5-c]quinolin-2-yl]propan-1-ol